2-(4-Chlorophenylmethyl)-3-(4-chlorophenyl)-3-((1-(methoxymethyl)cyclopropyl)methoxy)-6-(prop-1-en-2-yl)isoindolin-1-one ClC1=CC=C(C=C1)CN1C(C2=CC(=CC=C2C1(OCC1(CC1)COC)C1=CC=C(C=C1)Cl)C(=C)C)=O